L-Alanyl-histidine N[C@@H](C)C(=O)N[C@@H](CC1=CNC=N1)C(=O)O